C(=O)O.FC(OCCCN1N=C(C=C1C=1N=C(N(C1)C)C1=NC(=CC2=C1C=NN2C)C(=O)N)C)F 4-(4-{1-[3-(difluoromethoxy)propyl]-3-methyl-1H-pyrazol-5-yl}-1-methyl-1H-imidazol-2-yl)-1-methyl-1H-pyrazolo[4,3-c]pyridine-6-carboxamide Formic Acid Salt